O=C1NC2=CC=CC=C2C12CC2 2'-oxospiro[cyclopropane-1,3'-indolin]